trans-1,3-dioxane O1COCCC1